4-fluoro-2-(methoxymethoxyphenyl)pyrrolidine FC1CC(NC1)C1=C(C=CC=C1)OCOC